N1=CC=C(C=C1)CCC(=O)[O-] 3-(pyridin-4-yl)propanoate